C1(CCCCC1)N1N=C(C=C1C1=C(C=CC=C1OC)OC)C(=O)N[C@H](CC(=O)NCC(=O)O)CC(C)C 2-[(3S)-3-{[1-cyclohexyl-5-(2,6-dimethoxyphenyl)-1H-pyrazol-3-yl]formamido}-5-methylhexanamido]acetic acid